BrC1=CC(=C(C#N)C=C1)NC1=C(C=C(C=C1)F)C 4-bromo-2-((4-fluoro-2-methylphenyl)amino)benzonitrile